COC1=CC=C(CSCCN(CCC(=O)N)CC(NCCSCC2=CC=C(C=C2)OC)=O)C=C1 3-([2-(4-Methoxy-benzylsulfanyl)-ethyl]-{[2-(4-methoxybenzylsulfanyl)-ethylcarbamoyl]-methyl}-amino)-propionamide